ClC=1C(=C(C=CC1F)C(N[S@](=O)C(C)(C)C)[C@@H]1CO[C@H](CC1)C(F)(F)F)F (R)-N-((3-chloro-2,4-difluorophenyl)(trans-6-(trifluoromethyl)tetrahydro-2H-pyran-3-yl)methyl)-2-methylpropane-2-sulfinamide